2-[3'-t-butyl-2'-hydroxy-5'-(2-methoxycarbonylethyl)phenyl]benzotriazole C(C)(C)(C)C=1C(=C(C=C(C1)CCC(=O)OC)N1N=C2C(=N1)C=CC=C2)O